(R)-(4-(4-fluoropyrazolo[1,5-a]pyridin-2-yl)-6,7-dihydro-1H-imidazo[4,5-c]pyridin-5(4H)-yl)(5-(5-methylpyridin-2-yl)-1,3,4-oxadiazol-2-yl)methanone FC=1C=2N(C=CC1)N=C(C2)[C@@H]2N(CCC1=C2N=CN1)C(=O)C=1OC(=NN1)C1=NC=C(C=C1)C